BrC=1C(=C(C(=NC1C)C1=CC=C(CC=2C(=C(C(=O)N)C=C(C2)F)OC)C=C1)C#N)O (4-(5-bromo-3-cyano-4-hydroxy-6-methylpyridin-2-yl)benzyl)-5-fluoro-2-methoxybenzamide